Cl.C(CCCC)OC([C@@H](N)CC(=O)O)=O L-aspartic acid pentyl ester HCl salt